4-Ethynyl-2-fluorophenyl-2,4-dimethylimidazo[1,5-a]Pyrimidine-8-carboxamide C(#C)C1=CC(=C(C=C1)C=1C(=NC=2N(C1C)C=NC2C(=O)N)C)F